CN(CCN1CC2=NC(=CC=C2C1=O)NC(C)C=1C=NC=CC1)C 6-(2-(dimethylamino)ethyl)-2-((1-(pyridin-3-yl)ethyl)amino)-6,7-dihydro-5H-pyrrolo[3,4-b]pyridin-5-one